COC(C1=C(C(=C(C=C1C)O)C)C)=O.C(#N)/C(=C(/C)\C1=CC2=CC=C(C=C2C=C1)N1CCCCC1)/S(=O)(=O)NCC(CO)O (E)-1-cyano-N-(2,3-dihydroxypropyl)-2-(6-(piperidin-1-yl)naphthalen-2-yl)prop-1-en-1-sulfonamide methyl-2,3,6-trimethyl-4-hydroxybenzoate